9,10-di-hydro-9,10-dimethyl-9,10-anthracenediol CC1(C2=CC=CC=C2C(C=2C=CC=CC12)(O)C)O